FC1=C(C=CC(=C1)F)N1CC2(CN(C2)CC2=NC=C3C=C(C(NC3=C2)=O)CC)C1 7-((6-(2,4-difluorophenyl)-2,6-diazaspiro[3.3]heptan-2-yl)methyl)-3-ethyl-1,6-naphthyridin-2(1H)-one